glyceryl monopelargonate C(CCCCCCCC)(=O)OCC(O)CO